6-bromopyrazolo[1,5-a]pyrimidine-3-carboxylic acid BrC=1C=NC=2N(C1)N=CC2C(=O)O